CC(CC#CN(C(=O)N)C1=CC=CC=C1)C (4-methylpent-1-yn-1-yl)phenylurea